4-[5-chloro-6-({6-[(1R,2S)-5'-methoxy-2'-oxo-1,2'-dihydrospiro[cyclopropane-1,3'-indol]-2-yl]-1H-indazol-3-yl}amino)-2-methylpyrimidin-4-yl]-1λ6-thiomorpholine-1,1-dione ClC=1C(=NC(=NC1NC1=NNC2=CC(=CC=C12)[C@@H]1C[C@@]12C(NC1=CC=C(C=C21)OC)=O)C)N2CCS(CC2)(=O)=O